O1N=C(C2=C1C=CC=C2)COC=2C=CC(=C1CCN([C@@H](C21)CN2C(CCC2)=O)C(=O)[C@H]2[C@H](CCCC2)C(=O)O)Br (1S,2r)-2-((S)-8-(benzo[d]isoxazol-3-ylmethoxy)-5-bromo-1-((2-oxopyrrolidin-1-yl)methyl)-1,2,3,4-tetrahydroisoquinoline-2-carbonyl)cyclohexane-1-carboxylic acid